2-[4-(1,3-Benzodioxol-5-yl)-2-(1,1-dimethylethyl)-1H-imidazol-5-yl]-6-methyl-pyridin O1COC2=C1C=CC(=C2)C=2N=C(NC2C2=NC(=CC=C2)C)C(C)(C)C